5-ethynyl-6-methyl-2-{[4-(4-methylpiperazin-1-yl)phenyl]amino}-8-(1,3-oxazol-2-ylmethyl)pyrido[2,3-d]pyrimidin-7-one C(#C)C1=C(C(N(C=2N=C(N=CC21)NC2=CC=C(C=C2)N2CCN(CC2)C)CC=2OC=CN2)=O)C